CC1(C(CC(O1)=O)C(=O)N1CC2=C(C=C(C=C2CC1)C=1C=C2C(=NC1)NC=C2C)[C@H]2NCCC2)C 5,5-dimethyl-4-(6-(3-methyl-1H-pyrrolo[2,3-b]pyridin-5-yl)-8-((S)-Pyrrolidin-2-yl)-1,2,3,4-tetrahydroisoquinoline-2-carbonyl)dihydrofuran-2(3H)-one